Cl.C(C)N=C=NCCCN(C)C 1-Ethyl-3-[3-Dimethylaminopropyl]Carbodiimid-Hydrochlorid